4-(6-chloro-5-fluoro-3-pyridyl)-5-[(5-chloropyrimidin-2-yl)methyl]-2-methylsulfanyl-pyrimidine ClC1=C(C=C(C=N1)C1=NC(=NC=C1CC1=NC=C(C=N1)Cl)SC)F